sodium lauryl-sulfoacetate salt C(CCCCCCCCCCC)C(C(=O)[O-])S(=O)(=O)O.[Na+]